2-methyl-3-(4-(trifluoromethoxy)benzyl)-4(1H)-quinolinone CC=1NC2=CC=CC=C2C(C1CC1=CC=C(C=C1)OC(F)(F)F)=O